3-(4-(aminomethyl)-2-bromophenyl)piperidine-2,6-dione hydrochloride Cl.NCC1=CC(=C(C=C1)C1C(NC(CC1)=O)=O)Br